(2S)-2-(3-(4-cyano-2-methoxybenzyl)ureido)-N-(1-((3,5-dimethoxy-benzyl)amino)-1,2-dioxopentan-3-yl)-4-methylpentanamide C(#N)C1=CC(=C(CNC(N[C@H](C(=O)NC(C(C(=O)NCC2=CC(=CC(=C2)OC)OC)=O)CC)CC(C)C)=O)C=C1)OC